C(C)(C)(C)OC(=O)N1C(CC2(C1NC1=CC(=CC=C21)NC(C(F)(F)F)=O)O)C(=O)O trans-1-(tert-butyloxycarbonyl)-2-carboxy-3a-hydroxy-6-trifluoroacetamido-1,2,3,3a,8,8a-hexahydropyrrolo[2,3-b]indole